6-(2-chloro-4-fluoro-5-methoxy-phenyl)-3-[2-(difluoromethyl)-1-methyl-imidazo[4,5-c]pyridin-7-yl]-1H-thieno[3,2-d]pyrimidine-2,4-dione ClC1=C(C=C(C(=C1)F)OC)C1=CC=2NC(N(C(C2S1)=O)C=1C2=C(C=NC1)N=C(N2C)C(F)F)=O